1-acetoxythioribose C(C)(=O)OC(=S)[C@H](O)[C@H](O)[C@H](O)CO